C(CC)(C1=CC=C(O1)C)C1=CC=C(O1)C 5,5'-(propane-1,1-diyl)bis(2-methylfuran)